COC(CC(C)C)=O Methyl-3-methyl-butyrate